BrC1=C(C(=CC(=C1)C(C)C)F)OC(F)F 1-bromo-2-(difluoromethoxy)-3-fluoro-5-isopropylbenzene